C1(CC1)C1=NN(C=C1C1=CC=C2C(=N1)C=NN2)[C@@H]2C[C@H](C2)CN (trans-3-(3-cyclopropyl-4-(1H-pyrazolo[4,3-b]pyridin-5-yl)-1H-pyrazol-1-yl)cyclobutyl)methanamine